C(#N)C=1C=CC=C2NC[C@@H](NC12)[C@@H](C1=CC=CC=C1)NCCC1=C(C=C(C=C1)[C@@H](C(=O)O)C)OC |o1:28| (S or R)-2-(4-(2-(((R)-((R)-8-cyano-1,2,3,4-tetrahydroquinoxalin-2-yl)(phenyl)methyl)amino)ethyl)-3-methoxyphenyl)propanoic acid